8-bromo-3-methylpyrazolo[1,5-a]quinoxalin-4-amine BrC1=CC=C2N=C(C=3N(C2=C1)N=CC3C)N